OC1CNCC(C1)C 3-hydroxy-5-methylpiperidin